N-(1-cyclopentenyl)cyclohexylamine C1(=CCCC1)NC1CCCCC1